S(OC1=CC(=CC=C1)C=1N=CN(C1)C=1C(=NC(=CC1)OCC1=CC=CC=C1)OCC1=CC=CC=C1)(=O)(=O)F 3-(1-(2,6-bis(benzyloxy)pyridin-3-yl)-1H-imidazol-4-yl)phenyl sulfurofluoridate